(S)-2-(1-(7-fluoro-3-(1-methyl-1H-pyrazol-4-yl)quinolin-6-yl)ethyl)isoindole-1,3-dione FC1=C(C=C2C=C(C=NC2=C1)C=1C=NN(C1)C)[C@H](C)N1C(C2=CC=CC=C2C1=O)=O